FC=1C(=C(C=CC1F)[C@H]1[C@@H](S[C@](C1)(C(F)(F)F)C)C(=O)NC1=CC(=NC=C1)C(=O)NS(N(C)C)(=O)=O)OC 4-((2R,3S,5R)-3-(3,4-difluoro-2-methoxyphenyl)-5-methyl-5-(trifluoromethyl)tetrahydrothiophene-2-carboxamido)-N-(N,N-dimethylsulfamoyl)picolinamide